1-(6-methoxypyridin-3-yl)-3-methyl-N-(3-(oxazol-2-yl)phenyl)-5-oxo-4,5-dihydro-1H-pyrazole-4-carboxamide COC1=CC=C(C=N1)N1N=C(C(C1=O)C(=O)NC1=CC(=CC=C1)C=1OC=CN1)C